tert-butyl 3-(2,6-dichlorophenyl)-3-fluoroazetidine-1-carboxylate ClC1=C(C(=CC=C1)Cl)C1(CN(C1)C(=O)OC(C)(C)C)F